Methyl (E)-2-(1-(3-(morpholinomethyl)pyridin-2-yl)ethylidene)hydrazine-1-carbodithioate O1CCN(CC1)CC=1C(=NC=CC1)\C(\C)=N\NC(=S)SC